sodium sulfobutylene isophthalate C1(C2=CC(C(=O)OCCCC(S(=O)(=O)O)O1)=CC=C2)=O.[Na]